tert-butyl N-[[2-hydroxy-4-(2-trimethylsilylethynyl)phenyl]methyl]carbamate OC1=C(C=CC(=C1)C#C[Si](C)(C)C)CNC(OC(C)(C)C)=O